COC=1C=C2CN(CC2=CC1)C1=NC=CC(=N1)C1=NC=CC(=N1)C#CC=1C=C2C(=NC1)NN=C2 5-((2'-(5-methoxyisoindolin-2-yl)-[2,4'-bipyrimidine]-4-yl)ethynyl)-1H-pyrazolo[3,4-b]Pyridine